5-(methyl-d3)naphthalene-2-ol Trifluoroacetate FC(C(=O)O)(F)F.C(C1=C2C=CC(=CC2=CC=C1)O)([2H])([2H])[2H]